5-((1R,2R)-2-aminocyclopropyl)-N-(5-methyl-1,3,4-thiadiazol-2-yl)thiophene-3-carboxamide Dihydrochloride Cl.Cl.N[C@H]1[C@@H](C1)C1=CC(=CS1)C(=O)NC=1SC(=NN1)C